FC1(CC(C1)C=1C=C(C(=O)NC2=CC(=C(C=C2)C)C=2C=NC3=CC(=NC=C3C2)NC)C=CN1)F 2-(3,3-difluorocyclobutyl)-N-(4-methyl-3-(7-(methylamino)-1,6-naphthyridin-3-yl)phenyl)isonicotinamide